N-(4-fluoro-3-methylphenyl)-1,2,4-trimethyl-5-(2-oxo-2-((1-(5-(thiophen-2-yl)-1,2,4-oxadiazol-3-yl)cyclohexyl)amino)acetyl)-1H-pyrrole-3-carboxamide FC1=C(C=C(C=C1)NC(=O)C1=C(N(C(=C1C)C(C(NC1(CCCCC1)C1=NOC(=N1)C=1SC=CC1)=O)=O)C)C)C